6-(3,5-Dichlorophenyl)-2,4-dimethyl-7-oxo-6-azabicyclo[3.2.1]oct-3-en ClC=1C=C(C=C(C1)Cl)N1C2C(=CC(C(C1=O)C2)C)C